CC/C=C\C/C=C\C/C=C\C/C=C\CCCCC(=O)OC[C@H](COP(=O)(O)OC[C@@H](C(=O)O)N)OC(=O)CC/C=C\C/C=C\C/C=C\C/C=C\C/C=C\C/C=C\CC 1-(6Z,9Z,12Z,15Z-octadecatetraenoyl)-2-(4Z,7Z,10Z,13Z,16Z,19Z-docosahexaenoyl)-glycero-3-phosphoserine